COC(=O)C1=CC=C(O[C@@H](C(=O)O)C)C=C1 (R)-2-(4-(methoxycarbonyl)phenoxy)propanoic acid